N1=C(C=CC=C1)C1(CCOC2(CCCC2)C1)NC(C)=O N-(9-(pyridin-2-yl)-6-oxaspiro[4.5]decan-9-yl)acetamide